(7R)-3-chloro-7-methyl-2-{thieno[3,2-b]pyridin-7-yl}-5H,6H,7H-pyrazolo[1,5-a]pyrazin-4-one ClC=1C(=NN2C1C(NC[C@H]2C)=O)C2=C1C(=NC=C2)C=CS1